ClC=1C(=NC2=CC(=C(N=C2C1N[C@H](C)C1=CC(=CC=C1)F)C=1C=NC(=CC1)P(=O)(C)C)F)C 3-chloro-6-[6-(dimethylphosphoryl)pyridin-3-yl]-7-fluoro-N-[(1R)-1-(3-fluorophenyl)ethyl]-2-methyl-1,5-naphthyridin-4-amine